(S)-N-(1-(4-carbamoylphenyl)ethyl)-1-methyl-3-((3-(trifluoromethyl)phenyl)amino)-1H-Indole-2-carboxamide C(N)(=O)C1=CC=C(C=C1)[C@H](C)NC(=O)C=1N(C2=CC=CC=C2C1NC1=CC(=CC=C1)C(F)(F)F)C